4-(1-methyl-1H-pyrazol-3-yl)-2-phenyl-5,6,7,8-tetrahydroquinazolin-6-amine CN1N=C(C=C1)C1=NC(=NC=2CCC(CC12)N)C1=CC=CC=C1